COC(=O)C1=NN(C=C1C=1C2=C(N=CN1)N(C=C2)COCC[Si](C)(C)C)CC2=CC=C(C=C2)OC 1-(4-methoxybenzyl)-4-(7-((2-(trimethylsilyl)ethoxy)methyl)-7H-pyrrolo[2,3-d]pyrimidin-4-yl)-1H-pyrazole-3-carboxylic acid methyl ester